BrC=1C=C(C=CC1)C1=C(C=CC=C1)I 3-bromo-2'-iodobiphenyl